C(C)(C)C1CCC(C(C1)CCC=O)=C 3-(5-isopropyl-2-methylene-cyclohexyl)-propanal